N,N-dihydroxyethyl-amine diethyl-methylphosphonate C(C)OP(OCC)(=O)C.ON(O)CC